C[C@](CO)([C@@H](COP(=O)(O)OP(=O)(O)OC[C@@H]1[C@H]([C@H]([C@@H](O1)N2C=CC(=NC2=O)N)O)O)O)O 4-Diphosphocytidyl-2-C-methyl-D-erythritol